methyl (S)-2-((tert-butoxycarbonyl)amino)-5-oxo-5-(2,3,4,5-tetrahydro-1H-benzo[b]azepin-1-yl)pentanoate C(C)(C)(C)OC(=O)N[C@H](C(=O)OC)CCC(N1C2=C(CCCC1)C=CC=C2)=O